tetraethyl tetraacetate C(C)(=O)OCC.C(C)(=O)OCC.C(C)(=O)OCC.C(C)(=O)OCC